[Sn].[Co] cobalt-tin